((1s,3s)-3-Hydroxy-3-methylcyclobutyl)(2-(p-tolyloxy)-7-azaspiro[3.5]nonan-7-yl)methanone OC1(CC(C1)C(=O)N1CCC2(CC(C2)OC2=CC=C(C=C2)C)CC1)C